N-[(4-{[4-(difluoromethoxy)benzyl]amino}-3-nitrophenyl)sulfonyl]-2-(1H-pyrrolo[2,3-b]pyridin-5-yloxy)benzamide FC(OC1=CC=C(CNC2=C(C=C(C=C2)S(=O)(=O)NC(C2=C(C=CC=C2)OC=2C=C3C(=NC2)NC=C3)=O)[N+](=O)[O-])C=C1)F